ClC1=CC2=C(N(C(C(N2C)=O)=O)C2CCN(CC2)C2=NC=C(C=N2)CN2CCN(CC2)C)N=C1 7-chloro-1-methyl-4-(1-(5-((4-methylpiperazin-1-yl)methyl)pyrimidin-2-yl)piperidin-4-yl)-1,4-Dihydropyrido[2,3-b]pyrazine-2,3-dione